4-(2-bromoethyl)-tetrahydropyran BrCCC1CCOCC1